methyl (Z)-2-((E)-1-(2,4-difluorophenyl)-2-(hydroxyimino)propylidene)hydrazine-1-carbodithioate FC1=C(C=CC(=C1)F)/C(/C(/C)=N/O)=N/NC(=S)SC